4-(piperidino)-piperidine N1(CCCCC1)C1CCNCC1